C(C)(C)OC(=O)C1(CC(C1)=O)C(B1OC(C(O1)(C)C)(C)C)C1CC1 isopropyl-1-(cyclopropyl(4,4,5,5-tetramethyl-1,3,2-dioxaborolan-2-yl)methyl)-3-oxocyclobut-ane-1-carboxylate